N-(2-(1-imino-1-oxido-1λ6-thiomorpholino)-5-(3'-methyl-2'-oxo-2',3'-dihydrospiro[cyclobutane-1,1'-pyrrolo[2,3-c]quinolin]-8'-yl)pyridin-3-yl)benzenesulfonamide N=S1(CCN(CC1)C1=NC=C(C=C1NS(=O)(=O)C1=CC=CC=C1)C1=CC=2C3=C(C=NC2C=C1)N(C(C31CCC1)=O)C)=O